3H-spiro[1-benzofuran-2,4'-piperidine] N1CCC2(CC1)OC1=C(C2)C=CC=C1